2-(tertiary butylamino)ethanol C(C)(C)(C)NCCO